1-(4'-((pyrimidin-5-ylmethoxy)methyl)-[1,1'-biphenyl]-4-yl)cyclopropane N1=CN=CC(=C1)COCC1=CC=C(C=C1)C1=CC=C(C=C1)C1CC1